[Cl-].[SH3+].FC(C(=O)N(C([C@@H](N)C(C)C)=O)CCOCC(C[S+](CCC[C@H](N)C(=O)O)C)O)(F)F.[Cl-] S-(3-(2-(N-trifluoroacetyl-L-valineamido)ethoxy)-2-hydroxypropyl)-L-homomethionine sulfonium chloride